Diethyl-(4-(4-phenyl-1H-1,2,3-triazol-1-yl)benzoic acid) phosphonate P(O)(O)=O.C(C)C=1C(=C(C(=O)O)C=CC1N1N=NC(=C1)C1=CC=CC=C1)CC